COCCNC(=NC(C)C)NC(C)C 1-(2-methoxyethyl)-2,3-diisopropylguanidine